3-((3-bromo-4-fluorophenyl)(2-isopropyl-4-Methylpyridin-3-yl)amino)-3-carbonylpropionic acid BrC=1C=C(C=CC1F)N(C(CC(=O)O)=C=O)C=1C(=NC=CC1C)C(C)C